N-[6-(2,2-difluoroethoxy)-5-fluoro-2-methoxy-3-pyridyl]-1-keto-2-methyl-3,4-dihydroisoquinoline-5-sulfonamide FC(COC1=C(C=C(C(=N1)OC)NS(=O)(=O)C=1C=2CCN(C(C2C=CC1)=O)C)F)F